FC(C1=CC=C(C=C1)CN)(F)F (4-(trifluoro-methyl)phenyl)-methanamine